[Na+].C(=CCCCCCCCCCCCCCC)S(=O)(=O)[O-] 1-hexadecene-1-sulfonic acid sodium salt